COC1=C(C=CC(=C1)/C=C/C(=O)O[C@@H]2C[C@](C[C@H]([C@@H]2O)O)(C(=O)O)OC(=O)/C=C/C3=CC(=C(C=C3)O)O)O The molecule is a quinic acid that is (-)-quinic acid acylated at positions 1 and 5 by caffeoyl and feruloyl groups respectively. It is a polyphenol and a quinic acid. It derives from a (-)-quinic acid, a trans-caffeic acid and a ferulic acid.